BrC1=CC=CC=2C(=NOC21)N 7-Bromobenzo[d]isoxazol-3-amine